[N+](=O)([O-])C=1C=CC=C2C=CC=NC12 8-nitroquinoline